2-ethoxy-2,3-dihydro-3,3-dimethylbenzofuran-5-ylmethanesulfonate potassium [K+].C(C)OC1OC2=C(C1(C)C)C=C(C=C2)CS(=O)(=O)[O-]